(6R)-6-[4-(3-methoxypyridin-2-yl)piperazin-1-yl]-2-azaspiro[3.4]octane-2-carboxylic acid ethyl ester C(C)OC(=O)N1CC2(C1)C[C@@H](CC2)N2CCN(CC2)C2=NC=CC=C2OC